2-methoxy-4-(((4-methoxybenzyl)oxy)methyl)phenol COC1=C(C=CC(=C1)COCC1=CC=C(C=C1)OC)O